CC=1C=CC(=NC1)C1=NN2C(NC=3C(=C2)CN(C3)C(C)C)=C1 2-(5-methylpyridin-2-yl)-6-(propan-2-yl)-6,7-dihydro-4H-pyrazolo[1,5-a]pyrrolo[3,4-d]pyrimidine